The molecule is a tetrahydropyridine that is 1,2,3,6-tetrahydropyridine which is substituted on the nitrogen by a 2-(2-naphthyl)ethyl group and at position 4 by a m-trifluoromethylphenyl group. It has a role as a serotonergic agonist. It is a tertiary amino compound, a tetrahydropyridine, a member of naphthalenes and a member of (trifluoromethyl)benzenes. C1CN(CC=C1C2=CC(=CC=C2)C(F)(F)F)CCC3=CC4=CC=CC=C4C=C3